NCC1=CC=C2C=CNC(C2=C1)=O 7-(aminomethyl)isoquinolin-1(2H)-one